ClC1=CNC2=NC=C(C=C21)CC(=O)N 2-(3-chloro-1H-pyrrolo[2,3-b]pyridin-5-yl)acetamide